2-[4-[2-[4-(Trifluoromethyl)phenyl]-1,3-benzoxazole-6-carbonyl]piperazin-1-yl]-3H-quinazolin-4-one FC(C1=CC=C(C=C1)C=1OC2=C(N1)C=CC(=C2)C(=O)N2CCN(CC2)C2=NC1=CC=CC=C1C(N2)=O)(F)F